FS(C1=CC=C(C=C1)N[C@@H]1CC[C@H](CC1)S(=O)(=O)C1=CC=C(C=C1)C=1C=C2CC(NCC2=CC1)=O)(F)(F)(F)F 6-(4-{[trans-4-{[4-(pentafluoro-λ6-sulfanyl)phenyl]Amino}cyclohexyl]sulfonyl}phenyl)-1,2,3,4-tetrahydroisoquinolin-3-one